P(=O)(O)(O)O.O=C1C(O)=C(O)[C@H](O1)[C@@H](O)CO L-Ascorbic Acid Phosphate